N-[2-(9-methyl-1-oxa-4,9-diazaspiro[5.5]undec-4-yl)-4-phenoxy-3-(trifluoromethyl)phenyl]-2-(pyridazin-4-yl)-1,3-thiazole-4-carboxamide CN1CCC2(CN(CCO2)C2=C(C=CC(=C2C(F)(F)F)OC2=CC=CC=C2)NC(=O)C=2N=C(SC2)C2=CN=NC=C2)CC1